2-(2,6-dioxopiperidin-3-yl)-4-hydroxyisoindole-1,3-dione O=C1NC(CCC1N1C(C2=CC=CC(=C2C1=O)O)=O)=O